N4-((S)-5,6,7,8-tetrahydroquinolin-8-yl)but-2-ene-1,4-diamine N1=CC=CC=2CCC[C@@H](C12)NCC=CCN